1-(4-amino-7-(5-(aminomethyl)-2-fluorobenzyl)-2-butyl-1H-imidazo[4,5-c]quinolin-1-yl)-2-methylpropan-2-ol NC1=NC=2C=C(C=CC2C2=C1N=C(N2CC(C)(O)C)CCCC)CC2=C(C=CC(=C2)CN)F